Ethyl (S)-5-(N-(5-chloro-2,3-dihydro-1H-inden-2-yl)sulfamoyl)-2-methyl-1H-pyrrole-3-carboxylate ClC=1C=C2C[C@H](CC2=CC1)NS(=O)(=O)C1=CC(=C(N1)C)C(=O)OCC